(S)-2-((((9H-fluoren-9-yl)methoxy)carbonyl)amino)-3-(6-(tert-butoxycarbonyl)pyridin-3-yl)propanoic acid C1=CC=CC=2C3=CC=CC=C3C(C12)COC(=O)N[C@H](C(=O)O)CC=1C=NC(=CC1)C(=O)OC(C)(C)C